ls-1,4-bis(bromomethyl)benzene BrCC1=CC=C(C=C1)CBr